O[C@@H]1CN(C[C@H]1NC(C1=CC=NC=C1)=O)C(=O)OC(C)(C)C tert-butyl (3R,4R)-3-hydroxy-4-(isonicotinamido)pyrrolidine-1-carboxylate